C(CC)C(C(=O)OCOC(=O)OC1CCN(CC1)CC)CCCCCCC=CCC=CCCCCC (((((1-ethylpiperidin-4-yl) oxy) carbonyl) oxy) methyl) propyloctadeca-9,12-dienoate